N-(3-(furan-2-yl)phenyl)-3-methyl-5-oxo-1-(4-(trifluoromethyl)phenyl)-4,5-dihydro-1H-pyrazole-4-carboxamide O1C(=CC=C1)C=1C=C(C=CC1)NC(=O)C1C(=NN(C1=O)C1=CC=C(C=C1)C(F)(F)F)C